N-(4-(N-acetylsulfamoyl)phenyl)-3-amino-6-(4-(4-methylpiperazin-1-yl)phenyl)pyrazine-2-carboxamide C(C)(=O)NS(=O)(=O)C1=CC=C(C=C1)NC(=O)C1=NC(=CN=C1N)C1=CC=C(C=C1)N1CCN(CC1)C